O,O-DIETHYL S-((2-HYDROXYPHENYL)(PHENYL)METHYL) PHOSPHORODITHIOATE P(OCC)(OCC)(=S)SC(C1=CC=CC=C1)C1=C(C=CC=C1)O